1-[5-(5-chloro-2-methoxypyridin-4-yl)-1H-pyrazole-3-carbonyl]-N-[(3-chlorophenyl)methyl]-4-(methoxymethyl)piperidine-4-carboxamide ClC=1C(=CC(=NC1)OC)C1=CC(=NN1)C(=O)N1CCC(CC1)(C(=O)NCC1=CC(=CC=C1)Cl)COC